CC1=NC(=CC(=C1)C=1NC2=CC=C(C=C2C1C(C)C)OCC1CNCCC1)C 2-(2,6-dimethylpyridin-4-yl)-3-isopropyl-5-(piperidin-3-ylmethoxy)-1H-indole